C(C)(C)(C)OC(=O)N1CC2=CC=C(C=C2C1)N1CC2=CC=CC=C2CC1 5-(3,4-Dihydroisoquinolin-2(1H)-yl)isoindoline-2-carboxylic acid tert-butyl ester